C(C)OC(C(C(=O)OCC)(OC[C@H]1OC([C@@H]([C@]1(C#C)OC(C)=O)OC(C)=O)OC(C)=O)CC1=CC=C(C=C1)N1C(N(CCC1)CCOC(C)=O)=O)=O 2-(4-(3-(2-acetoxyethyl)-2-oxotetrahydropyrimidin-1(2H)-yl)benzyl)-2-(((2R,3R,4R)-3,4,5-triacetoxy-3-ethynyl-tetrahydrofuran-2-yl)methoxy)-malonic acid diethyl ester